N,N,N',N'',N''-Pentamethyldiethylentriamin CN(CCN(CCN(C)C)C)C